C1(CC1)S(=O)(=O)N1CCC(CC1)(C(=O)NC1=NC=C(C=C1)C1=NC(=CN=C1)OCC)C1=NC(=NC=C1)NS(=O)(=O)CC 1-(Cyclopropylsulfonyl)-N-(5-(6-ethoxypyrazin-2-yl)pyridin-2-yl)-4-(2-(ethylsulfonamido)pyrimidin-4-yl)piperidine-4-carboxamide